3-((3-aminopyridin-4-yl)oxy)pyrrolidine-1-carboxylic acid tert-butyl ester C(C)(C)(C)OC(=O)N1CC(CC1)OC1=C(C=NC=C1)N